OC(CCCCCCCCCCCC(=O)O)CCC(CCCCC)O 13,16-Dihydroxyheneicosanoic acid